6-bromo-3-propylquinazolin-4(3H)-one BrC=1C=C2C(N(C=NC2=CC1)CCC)=O